2-(5-methanesulfonyl-2-{[3-(4-{[1-(propan-2-yl)piperidin-4-yl]amino}-1-(2,2,2-trifluoroethyl)-1H-indol-2-yl)prop-2-yn-1-yl]amino}phenoxy)acetonitrile CS(=O)(=O)C=1C=CC(=C(OCC#N)C1)NCC#CC=1N(C2=CC=CC(=C2C1)NC1CCN(CC1)C(C)C)CC(F)(F)F